tert-butyl 4-(2-cyanoacetyl)-4-methyl-piperidine-1-carboxylate C(#N)CC(=O)C1(CCN(CC1)C(=O)OC(C)(C)C)C